Cl.FC(COC1=NC=C(C=N1)N1CC2(CC1=O)CCNCC2)(F)F 2-(2-(2,2,2-trifluoroethoxy)pyrimidin-5-yl)-2,8-diazaspiro[4.5]decan-3-one hydrochloride